4-[1-(2,3-dimethylphenyl)but-3-yn-1-yl]-1-(triphenylmethyl)imidazole CC1=C(C=CC=C1C)C(CC#C)C=1N=CN(C1)C(C1=CC=CC=C1)(C1=CC=CC=C1)C1=CC=CC=C1